carbonyl-2-thiazolidone C(=O)=S1([C-]=NC=C1)=O